N-(3-(((2-((4-(((2-(2,6-dioxopiperidin-3-yl)-7-fluoro-1-oxoisoindolin-5-yl)methyl)amino)phenyl)amino)-5-(trifluoromethyl)pyrimidin-4-yl)amino)methyl)phenyl)-N-methylmethanesulfonamide O=C1NC(CCC1N1C(C2=C(C=C(C=C2C1)CNC1=CC=C(C=C1)NC1=NC=C(C(=N1)NCC=1C=C(C=CC1)N(S(=O)(=O)C)C)C(F)(F)F)F)=O)=O